FC1=CC2=C(N=CS2)C=C1 6-fluorobenzo[d]thiazole